bis(2,4-dimethoxybenzoyl)(2-methylpropan-1-yl)phosphin oxide COC1=C(C(=O)P(CC(C)C)(C(C2=C(C=C(C=C2)OC)OC)=O)=O)C=CC(=C1)OC